ClC1=NC2=C(N1CC1=C(C#N)C=CC=N1)C=C(C=C2F)F ((2-chloro-4,6-difluoro-1H-benzo[d]imidazol-1-yl)methyl)nicotinonitrile